C1(CC1)OC=1C(=CC(=NC1)NC(C)=O)NC1=NC(=NC(=C1)C)C(C)(F)F N-(5-cyclopropyloxy-4-((2-(1,1-difluoroethyl)-6-methylpyrimidin-4-yl)amino)pyridin-2-yl)acetamide